2-(Bis(4H-benzo[d][1,3]dioxin-6-yl)methyl)-2,7-diazaspiro[4.4]nonane O1COCC2=C1C=CC(=C2)C(N2CC1(CC2)CNCC1)C1=CC2=C(OCOC2)C=C1